C(C(C)C)SC=1C(=NC=CC1)CN (3-(isobutylthio)pyridin-2-yl)methylamine